C(C)(=O)N1C(CC(CC1(C)C)N1C(C(CC1=O)CCCCCCCCCCCC)=O)(C)C 1-acetyl-4-(3-dodecyl-2,5-dioxo-1-pyrrolidinyl)-2,2,6,6-tetramethyl-piperidine